Ethyl (S)-3-amino-3-(5-chloro-4,4'-difluoro-2',6'-dimethyl-[1,1'-biphenyl]-3-yl)propanoate N[C@@H](CC(=O)OCC)C=1C=C(C=C(C1F)Cl)C1=C(C=C(C=C1C)F)C